1,1-diallyl-1-silacyclobutane C(C=C)[Si]1(CCC1)CC=C